(S)-N-(benzo[d]thiazol-5-ylmethyl)-1-(6-(3-fluoro-4-methylphenyl)thieno[3,2-d]pyrimidin-4-yl)piperidine-3-carboxamide S1C=NC2=C1C=CC(=C2)CNC(=O)[C@@H]2CN(CCC2)C=2C1=C(N=CN2)C=C(S1)C1=CC(=C(C=C1)C)F